[Si](C)(C)(C(C)(C)C)OC(C(F)(F)F)C=1C(=C2C(=NN(C2=CC1)C)N)OC 5-(1-((Tert-butyldimethylsilyl)oxy)-2,2,2-trifluoroethyl)-4-methoxy-1-methyl-1H-indazol-3-amine